C1=CC=CC2=NC3=CC=CC=C3C(=C12)CCCCCCCCCCCCCCCCCCCCC=1C2=CC=CC=C2N=C2C=CC=CC12 1,20-bis(9-acridinyl)icosane